2-[[[trans-4-[2-oxo-3-(3-oxo-4H-pyrido[3,2-b][1,4]oxazin-6-yl)-1,3-oxazolidin-5-yl]cyclohexyl]amino]methyl]-2,3-dihydro-1H-indene-4-carbonitrile O=C1OC(CN1C=1C=CC=2OCC(NC2N1)=O)[C@@H]1CC[C@H](CC1)NCC1CC=2C=CC=C(C2C1)C#N